CN(C(C=CCN1CCOCC1)=O)C\C=C\C=1C=CC=2N=CN=C(C2N1)NC1=CC(=C(C=C1)OC1=CC2=C(N(C=N2)C)C=C1)C N-Methyl-N-((E)-3-(4-((3-methyl-4-((1-methyl-1H-benzo[d]imidazol-5-yl)oxy)phenyl)amino)pyrido[3,2-d]pyrimidin-6-yl)allyl)-4-morpholinobut-2-enamide